(S)-2-(4-(2-((4-cyano-2-fluorobenzyl)oxy)pyridin-3-yl)-2,5-difluorobenzyl)-1-(oxetan-2-ylmethyl)-1H-benzo[d]imidazole-6-carboxylic acid C(#N)C1=CC(=C(COC2=NC=CC=C2C2=CC(=C(CC3=NC4=C(N3C[C@H]3OCC3)C=C(C=C4)C(=O)O)C=C2F)F)C=C1)F